1lambda(6),2,5-thiadiazepane-1,1-dione S1(NCCNCC1)(=O)=O